N-(3-((5-(5-(difluoromethyl)pyridin-3-yl)-2-((1-methyl-1H-pyrazol-4-yl)amino)pyrimidin-4-yl)amino)-4-fluorophenyl)acrylamide FC(C=1C=C(C=NC1)C=1C(=NC(=NC1)NC=1C=NN(C1)C)NC=1C=C(C=CC1F)NC(C=C)=O)F